1,4,7-decatriene C=CCC=CCC=CCC